2-(5-((1-(tert-butyl)-3-((1S,3R)-3-((((S)-sec-butyl)carbamoyl)oxy)cyclopentyl)-1H-pyrazol-5-yl)amino)pyrazin-2-yl)acetic acid C(C)(C)(C)N1N=C(C=C1NC=1N=CC(=NC1)CC(=O)O)[C@@H]1C[C@@H](CC1)OC(N[C@@H](C)CC)=O